NC1=CC=C(C=C1)CC(=O)O para-aminophenylacetic acid